1-methyl-2-oxo-N-phenyl-quinoline-3-carboxamide CN1C(C(=CC2=CC=CC=C12)C(=O)NC1=CC=CC=C1)=O